C1(CC1)(C1CC1)C(=O)O [1,1'-bi(cyclopropane)]-1-carboxylic acid